2-(2-(benzyloxy) ethoxy)-2-ethoxybenzo-[d][1,3]dioxole-5-carboxylate C(C1=CC=CC=C1)OCCOC1(OC2=C(O1)C=CC(=C2)C(=O)[O-])OCC